2-hexoxy-5,6-dihydro-4H-1,3-oxazine C(CCCCC)OC=1OCCCN1